C(=O)O.OC(CN1N=CC2=C(C(=CC=C12)C1=C2C=C(N=CC2=CC=N1)NC1=CC=C(C=C1)NS(=O)(=O)C1=NC=CC=N1)C)(C)C N-(4-((5-(1-(2-hydroxy-2-methylpropyl)-4-methyl-1H-indazol-5-yl)-2,6-naphthyridin-3-yl)amino)phenyl)pyrimidine-2-sulfonamide, formic acid salt